5'-chloro-[2,4'-bipyridine] ClC=1C(=CC=NC1)C1=NC=CC=C1